FC=1C(=NC(=NC1)N[C@H]1[C@@H](COCC1)O)C=1C=C2C(=C(C=NC2=CC1)[C@H](C)O)C(C)C (3S,4R)-4-((5-fluoro-4-(3-((S)-1-hydroxyethyl)-4-isopropylquinolin-6-yl)pyrimidin-2-yl)amino)tetrahydro-2H-pyran-3-ol